FC=1C(=C(C=CC1)C=1C=C2C(=NN1)NC[C@@]1(N2C[C@@H](C1)OC1=NC=C(C(=O)O)C(=C1)C)C)O 6-(((6aR,8R)-2-(3-fluoro-2-hydroxyphenyl)-6a-methyl-5,6,6a,7,8,9-hexahydropyrrolo[1',2':4,5]pyrazino[2,3-c]pyridazin-8-yl)oxy)-4-methylnicotinic acid